[Ru+2].[Cl-].[Cl-].C(=O)(O)C1=CC=C(C=C1)C1(CC=C(N=C1)C1=NC=CC=C1)C1=CC=C(C=C1)C(=O)O (5,5-bis(4-carboxyphenyl)-2,2-bipyridine) dichloride ruthenium